C[C@@H]1C(=O)[C@@H]([C@H]([C@H](O1)OP(=O)([O-])OP(=O)([O-])OC[C@@H]2[C@H]([C@H]([C@@H](O2)N3C=CC(=O)NC3=O)O)O)O)O The molecule is a UDP-4-dehydro-6-deoxy-D-glucose obtained by deprotonation of the phosphate OH groups of UDP-4-dehydro-6-deoxy-alpha-D-glucose; major species at pH 7.3. It is a conjugate base of an UDP-4-dehydro-6-deoxy-alpha-D-glucose.